6'-[2-(4-phenylbutyrylamino)ethoxy]-2',3'-dihydrospiro[cyclohexane-1,1'-indene]-4-carboxylic acid methyl ester COC(=O)C1CCC2(CCC3=CC=C(C=C23)OCCNC(CCCC2=CC=CC=C2)=O)CC1